2-amino-3-methyl-1,2-dihydrobenzimidazole-4-carbonitrile NC1N(C2=C(N1)C=CC=C2C#N)C